N-(2-(4-(4-((2,6-dioxopiperidin-3-yl)amino)benzyl)piperazin-1-yl)ethyl)-4,9-dioxo-4,9-dihydronaphtho[2,3-b]furan-2-carboxamide O=C1NC(CCC1NC1=CC=C(CN2CCN(CC2)CCNC(=O)C2=CC3=C(O2)C(C2=CC=CC=C2C3=O)=O)C=C1)=O